(1-(5-fluoro-4-(2-morpholinopyrimidin-5-yl)-2-nitrophenyl)pyrrolidin-3-yl)(methyl)carbamic acid tert-butyl ester C(C)(C)(C)OC(N(C)C1CN(CC1)C1=C(C=C(C(=C1)F)C=1C=NC(=NC1)N1CCOCC1)[N+](=O)[O-])=O